1-(3-chloro-4-methylpyridin-2-yl)cyclopropan-1-ol ClC=1C(=NC=CC1C)C1(CC1)O